(2S,4S)-4-fluoro-1-[2-[4-(6-isoquinolyloxy)-1-piperidyl]acetyl]pyrrolidine-2-carbonitrile F[C@H]1C[C@H](N(C1)C(CN1CCC(CC1)OC=1C=C2C=CN=CC2=CC1)=O)C#N